6-(4-bromo-3-chloro-phenyl)-3-methyl-2,3,4,5-tetrahydropyridine BrC1=C(C=C(C=C1)C=1CCC(CN1)C)Cl